Ethyl (1R,2S)-2-[3-amino-4-(trifluoromethyl)phenyl]cyclopropane-1-carboxylate NC=1C=C(C=CC1C(F)(F)F)[C@@H]1[C@@H](C1)C(=O)OCC